C1(CC1)[C@H](C)N1C(C2=C(C=C(C=C2C1)C1=C(N=C(S1)NC(C)=O)C(F)F)[S@@](=O)C)=O N-(5-(2-((S)-1-cyclopropylethyl)-7-((S)-methylsulfinyl)-1-oxoisoindolin-5-yl)-4-(difluoromethyl)thiazol-2-yl)acetamide